COCC1=C(C=CC=C1)C1=CC=C(C=C1)COC 2,4'-bis(methoxymethyl)biphenyl